N-(1-(2-(2,2-difluoroethoxy)-3,5-difluorophenyl)ethyl)pyrazolo[1,5-a]pyrimidin-5-amine FC(COC1=C(C=C(C=C1F)F)C(C)NC1=NC=2N(C=C1)N=CC2)F